CN(C1(CN(C1)C1=NC=2C(=C(C(=CC2C2=C1N=NN2[C@@H]2C[C@H](NCC2)CC#N)C)C2=C(C(=CC=C2)C)C)F)C)C 2-((2S,4S)-4-(4-(3-(dimethylamino)-3-methylazetidin-1-yl)-7-(2,3-dimethylphenyl)-6-fluoro-8-methyl-1H-[1,2,3]triazolo[4,5-c]quinolin-1-yl)piperidin-2-yl)acetonitrile